2-(3,5-difluoro-4-hydroxyphenyl)-6-phenyl-7,8-dihydroquinolin-5(6H)-one FC=1C=C(C=C(C1O)F)C1=NC=2CCC(C(C2C=C1)=O)C1=CC=CC=C1